C(C1=CC=CC=C1)OC=1C(=CC2=C(N=C(S2)C(=O)C2=C(C=C(C(=C2)OC(C)C)OC)OC(C)C)C1)OCC1=CC=CC=C1 (5,6-bis(benzyloxy)benzo[d]thiazol-2-yl)(2,5-diisopropoxy-4-methoxyphenyl)methanone